(1s,3s)-3-(3-(2-(3-(benzyloxy)-2-formyl-5-methoxyphenoxy)acetamido)-1H-pyrazol-5-yl)cyclobutyl propylcarbamate C(CC)NC(OC1CC(C1)C1=CC(=NN1)NC(COC1=C(C(=CC(=C1)OC)OCC1=CC=CC=C1)C=O)=O)=O